2-(4-methylpiperazin-1-yl)-N-(4-(3-((4-phenoxyphenyl)amino)-1,4,5,6,8-pentaaza-acenaphthylen-5(1H)-yl)cyclohexyl)acetamide CN1CCN(CC1)CC(=O)NC1CCC(CC1)N1N=C(C2=CNC=3N=CN=C1C32)NC3=CC=C(C=C3)OC3=CC=CC=C3